C(#N)C=1C=CC(=C(C1)C1=CN=C(O1)C(=O)N[C@@H]1C[C@H](N(C1)C(=O)OC(C)(C)C)COC)OC1CC1 tert-butyl (2S,4R)-4-(5-(5-cyano-2-cyclopropoxyphenyl)oxazole-2-carboxamido)-2-(methoxymethyl)pyrrolidine-1-carboxylate